C[Zr](C1(C(=C(C(=C1C)C)C)C)C)(C1(C(=C(C(=C1C)C)C)C)C)C dimethyl-bis(pentamethyl-cyclopentadienyl)zirconium (IV)